2-(3-chlorobenzyl)-N-[4-(dimethylamino)benzyl]-8-methyl-4,5-dihydro-2H-furo[2,3-g]indazole-7-carboxamide ClC=1C=C(CN2N=C3C4=C(CCC3=C2)OC(=C4C)C(=O)NCC4=CC=C(C=C4)N(C)C)C=CC1